[1-(3-pyrimidin-5-yl-1H-pyrrolo[2,3-b]pyridin-4-yl)-3-piperidinyl]methylamine N1=CN=CC(=C1)C1=CNC2=NC=CC(=C21)N2CC(CCC2)CN